[Ru].CC1=C(C(=CC(=C1)C)C)N1C(N(CC1)C1=C(C=C(C=C1C)C)C)=C1C(C(C(CC1)(P(C1CCCCC1)C1CCCCC1)Cl)=CC1=CC=CC=C1)Cl (1,3-bis(2,4,6-trimethylphenyl)-2-imidazolidinylidene)dichloro(phenylmethylene)(tricyclohexylphosphine) ruthenium